ClC1=CC=C(C=C1)CC(=O)NC1=C(C=C(C=C1C)N1CCOCC1)C 2-(4-Chloro-phenyl)-N-(2,6-dimethyl-4-morpholin-4-yl-phenyl)-acetamide